C(C1=CC=CC=C1)N(C1C(CC1)=O)CC1=CC=CC=C1 2-(Dibenzylamino)cyclobutan-1-one